FC(OC1=CC=C(C=C1)[Mg]Br)(F)F 4-(trifluoromethoxy)phenylmagnesium bromide